2-(3-(2-(((S)-((R or S)-7-(1-methyl-1H-pyrazol-4-yl)-1,2,3,4-tetrahydro-1,5-naphthyridin-3-yl)(phenyl)methyl)amino)ethyl)phenyl)acetic acid CN1N=CC(=C1)C1=CN=C2C[C@H](CNC2=C1)[C@@H](C1=CC=CC=C1)NCCC=1C=C(C=CC1)CC(=O)O |o1:11|